3-(5-(((2R,3S)-2-Methyl-1-((2-methylquinolin-6-yl)methyl)pyrrolidin-3-yl)oxy)-1-oxoisoindolin-2-yl)piperidine-2,6-dione C[C@H]1N(CC[C@@H]1OC=1C=C2CN(C(C2=CC1)=O)C1C(NC(CC1)=O)=O)CC=1C=C2C=CC(=NC2=CC1)C